ClC1=C(C=C(CN2C(NC(C3=C2C(=CN3)C)=O)=S)C=C1)CNC 1-(4-chloro-3-((methylamino)methyl)benzyl)-7-methyl-2-thioxo-1,2,3,5-tetrahydro-4H-pyrrolo[3,2-d]pyrimidin-4-one